C(C)(C)(C)OC(=O)N1CCN(CC1)CCCOC1=C(C(=CC(=C1)C(N)=O)[N+](=O)[O-])Cl 4-[3-(5-carbamoyl-2-chloro-3-nitro-phenoxy)propyl]piperazine-1-carboxylic acid tert-butyl ester